1-(4-((4-((4-((2-(2,5-dimethylthiazol-4-yl)pyridin-4-yl)oxy)-2-fluorophenyl)amino)-7-methoxyquinazolin-6-yl)amino)piperidin-1-yl)prop-2-en-1-one CC=1SC(=C(N1)C1=NC=CC(=C1)OC1=CC(=C(C=C1)NC1=NC=NC2=CC(=C(C=C12)NC1CCN(CC1)C(C=C)=O)OC)F)C